C(C1=CC=CC=C1)N1N=NC(=C1)CNC(C1=C(C=CC=C1)C(F)(F)F)=O N-((1-benzyl-1H-1,2,3-triazol-4-yl)methyl)-2-(trifluoromethyl)benzamide